ClC=1C(=C(C(=CC1)N1N=NN=C1)C1=CC(N2C(=CCC2=C1)C=1NC(=CN1)C1=C(C(=NC=C1)CO)F)=O)F (3R,8aR)-7-(3-chloro-2-fluoro-6-(1H-tetrazol-1-yl)phenyl)-3-(5-(3-fluoro-2-(hydroxymethyl)pyridin-4-yl)-1H-imidazol-2-yl)indolizin-5(1H)-one